7,8,9,11,12,13,14,15,16,17-decahydro-6H-cyclopenta[a]phenanthrene C1=CC=CC=2CCC3C4CCCC4CCC3C12